N-[4-[(2-aminothiazol-5-yl)methylcarbamoyl]-3-chloro-phenyl]-5-(2,3-difluoro-4-methoxy-phenyl)-1-methyl-imidazole-2-carboxamide NC=1SC(=CN1)CNC(=O)C1=C(C=C(C=C1)NC(=O)C=1N(C(=CN1)C1=C(C(=C(C=C1)OC)F)F)C)Cl